(2-(2-methoxy-7-methylquinoxalin-5-yl)-4-methyl-7,8-dihydro-[1,4]dioxino[2',3':3,4]benzo[1,2-d]thiazol-7-yl)methyl (6-phenoxypyridin-3-yl)carbamate O(C1=CC=CC=C1)C1=CC=C(C=N1)NC(OCC1OC2=C(C3=C(N=C(S3)C3=C4N=CC(=NC4=CC(=C3)C)OC)C(=C2)C)OC1)=O